(S)-1-(2-chlorophenyl)propan-1-amine ClC1=C(C=CC=C1)[C@H](CC)N